1-(3-(5-chloro-8-methoxy-11H-indolo[3,2-c]isoquinolin-11-yl)propyl)-N,N-dimethylpiperidin-4-amine ClC1=NC2=C(C3=CC=CC=C13)N(C1=CC=C(C=C12)OC)CCCN1CCC(CC1)N(C)C